FC1=C(CN2C(N([C@H](C3=CC=C(C=C23)C(=O)NCC2=C(C=C(C=C2F)F)F)C)C)=O)C=CC(=C1)C (S)-1-(2-fluoro-4-methylbenzyl)-3,4-dimethyl-2-oxo-N-(2,4,6-trifluorobenzyl)-1,2,3,4-tetrahydro-quinazoline-7-carboxamide